C(CCC)OCCO Ethylene Glycol Mono-Butyl Ether